3-[(3-fluoro-2-methoxyphenyl)amino]-2-(3-fluoropyridin-4-yl)-7-(oxetan-2-ylmethyl)-1H,5H,6H,7H-pyrrolo[3,2-c]pyridin-4-one FC=1C(=C(C=CC1)NC1=C(NC2=C1C(NCC2CC2OCC2)=O)C2=C(C=NC=C2)F)OC